ClC1=C(CN2C(N(CC3=CC=C(C=C23)C(=O)NCC2=CC(=CC=C2)C2=NN(C=C2)C)C)=O)C(=CC=C1)F 1-(2-chloro-6-fluorobenzyl)-3-methyl-N-(3-(1-methyl-1H-pyrazol-3-yl)benzyl)-2-oxo-1,2,3,4-tetrahydroquinazoline-7-carboxamide